4-(4-hydroxy-4-phenylpiperidin-1-yl)-N-(quinolin-8-yl)picolinamide OC1(CCN(CC1)C1=CC(=NC=C1)C(=O)NC=1C=CC=C2C=CC=NC12)C1=CC=CC=C1